3-[3-bromo-4-(carbazole-9-yl)phenyl]-9-phenylcarbazole BrC=1C=C(C=CC1N1C2=CC=CC=C2C=2C=CC=CC12)C=1C=CC=2N(C3=CC=CC=C3C2C1)C1=CC=CC=C1